N-(6-(1H-Imidazol-1-yl)-2-methoxypyridin-3-yl)-1-methyl-4-phenyl-1H-1,2,3-triazole-5-carboxamide N1(C=NC=C1)C1=CC=C(C(=N1)OC)NC(=O)C1=C(N=NN1C)C1=CC=CC=C1